1-(1-acetylpiperidin-4-yl)-4-chloro-N-(5-((4-fluorophenyl)ethynyl)-3-methylpyridin-2-yl)-1H-pyrazole-5-carboxamide C(C)(=O)N1CCC(CC1)N1N=CC(=C1C(=O)NC1=NC=C(C=C1C)C#CC1=CC=C(C=C1)F)Cl